Tricyanomethylthioborate C(#N)C(C#N)(C#N)SB([O-])[O-]